6-(5-Cyclopropyl-2-fluorophenyl)-2-azaspiro[3.4]octan C1(CC1)C=1C=CC(=C(C1)C1CC2(CNC2)CC1)F